2-((1H-benzo[d]imidazole-2-yl)(5-fluoro-2-hydroxyphenyl)methyl)-6-(4-morpholinophenyl)isoindolin-1-one N1C(=NC2=C1C=CC=C2)C(N2C(C1=CC(=CC=C1C2)C2=CC=C(C=C2)N2CCOCC2)=O)C2=C(C=CC(=C2)F)O